FC(CN1N=C(C(=C1)NC1=NC=2C=C(C(=C(C2C=N1)N)F)C1=C(C2=C(OCCN2)N=C1)C)C)F N~2~-[1-(2,2-difluoroethyl)-3-methyl-1H-pyrazol-4-yl]-6-fluoro-7-(8-methyl-2,3-dihydro-1H-pyrido[2,3-b][1,4]oxazin-7-yl)quinazoline-2,5-diamine